1,5-di(methacryloyloxy)-2,2,3,3,4,4-hexafluorohexane C(C(=C)C)(=O)OCC(C(C(C(C)OC(C(=C)C)=O)(F)F)(F)F)(F)F